O=C1NC(CCC1N1C(C2=CC=C(C=C2C1)/C(/N)=N/OC(C1=NC(=CC=C1)OC)=O)=O)=O (Z)-2-(2,6-dioxopiperidin-3-yl)-N'-((6-methoxypicolinoyl)oxy)-1-oxoisoindoline-5-carboximidamide